C12(CC3CC(CC(C1)C3)C2)C=2C=C(C=CC2O[Si](C)(C)C(C)(C)C)C2=C(C=C(C=C2)C=CC(=O)OC)C=NOC(C)(C)C Methyl 3-[3'-adamantan-1-yl-4'-(tert-butyl-dimethyl-silanyloxy)-2-tert-butoxyiminomethyl-biphenyl-4-yl]-acrylate